BrC1=C(C(=C(C(=C1OC(C=C)=O)Br)Br)Br)Br acrylic acid pentabromophenyl ester